CC1(OC2=CC=CC=C2CC1Cl)C1=CC=CC=C1 methylflavanyl chloride